1-(4-((6-amino-5-cyanopyrimidin-4-yl)oxy)-2-chlorophenyl)-3-(3-(tert-butyl)-1-(4-methoxyphenyl)-1H-pyrazol-5-yl)urea NC1=C(C(=NC=N1)OC1=CC(=C(C=C1)NC(=O)NC1=CC(=NN1C1=CC=C(C=C1)OC)C(C)(C)C)Cl)C#N